FC1(C(C1)CC(=O)N[C@H]1CN(C[C@H](C1)C)C1=C2C=CC=NC2=C(C=C1)C(F)(F)F)F 2-(2,2-Difluorocyclopropyl)-N-[(3R,5S)-5-methyl-1-[8-(trifluoromethyl)quinolin-5-yl]Piperidin-3-yl]Acetamide